(S)-N-(3-chloro-4-fluorophenyl)-7-(1H-pyrazol-1-yl)-5-(1-(pyrimidin-2-yl)ethoxy)quinazolin-4-amine ClC=1C=C(C=CC1F)NC1=NC=NC2=CC(=CC(=C12)O[C@@H](C)C1=NC=CC=N1)N1N=CC=C1